COC1=C(C=C(C(=O)OC)C=C1)NC(=O)NC=1C=C2C(N(C=NC2=CC1)CCOC)=O methyl 4-methoxy-3-(3-(3-(2-methoxyethyl)-4-oxo-3,4-dihydroquinazolin-6-yl)ureido)benzoate